ClC1=CC(=C(C=C1)NC(=O)C1CC(N(C1)C(=O)[O-])C)C(F)(F)F 4-((4-chloro-2-(trifluoromethyl)phenyl)carbamoyl)-2-methylpyrrolidine-1-carboxylate